heptafluoro-3-pentanone FC(C(C(C(F)(F)F)(F)F)=O)(C)F